BrC=1C(=C(C(=NC1)OC)[N+](=O)[O-])/C=C/N(C)C (E)-2-(5-bromo-2-methoxy-3-nitro-4-pyridinyl)-N,N-dimethyl-vinylamine